CN1N=NC(=C1NC(O[C@H](C)C=1C(=NC=C(C1)F)F)=O)C1=NC=C(C=C1)C(NC1CC(C1)C1=CC=CC=C1)=O (R)-1-(2,5-difluoro-pyridin-3-yl)ethyl (1-methyl-4-(5-((3-phenylcyclobutyl)carbamoyl)-pyridin-2-yl)-1H-1,2,3-triazol-5-yl)-carbamate